6'-(((1S,3S)-3-((6-(3-hydroxy-3-methylazetidin-1-yl)pyrrolo[2,1-f][1,2,4]triazin-2-yl)amino)cyclopentyl)amino)-2H-[1,3'-bipyridyl]-2-one OC1(CN(C1)C=1C=C2C=NC(=NN2C1)N[C@@H]1C[C@H](CC1)NC1=CC=C(C=N1)N1C(C=CC=C1)=O)C